2-methoxy-5-(trifluoromethyl)aniline COC1=C(N)C=C(C=C1)C(F)(F)F